2,3,5,6-tetrafluorophenyl 2-azidoacetate N(=[N+]=[N-])CC(=O)OC1=C(C(=CC(=C1F)F)F)F